OC1(C(=C(C(=C2C3=C(C(=C(C(=C3C(=C12)[2H])[2H])[2H])[2H])[2H])[2H])[2H])[2H])[2H] hydroxyfluorene-d9